N=S1(C(CCC1)C1=NC(=NC(=C1)N1[C@@H](COCC1)C)C1=C2C(=CN=C1)NC=C2)=O 1-imino-2-(6-((R)-3-methylmorpholino)-2-(1H-pyrrolo[2,3-c]pyridin-4-yl)pyrimidin-4-yl)tetrahydro-1H-1λ6-thiophene 1-oxide